C(CCCCCCC)OCOCCC=CCCO 6-hydroxy-3-hexenyl octoxymethyl ether